[Si](C)(C)(C(C)(C)C)O[C@@H]1[C@@](O[C@H]([C@H]1F)N1C2=NC(=NC(=C2N=C1)NC(C1=CC=CC=C1)(C1=CC=CC=C1)C1=CC=C(C=C1)OC)F)(C#C)CO [(2R,3R,4S,5R)-3-[(tert-butyldimethylsilyl)oxy]-2-ethynyl-4-fluoro-5-(2-fluoro-6-{[(4-methoxyphenyl)diphenylmethyl]amino}purin-9-yl)oxolan-2-yl]methanol